ClC1=C(C=C(C=C1)C1=CN(C(C=C1)=O)C(C)C)C(C(C(NC1=CC=C(C=C1)C=1N(C=NC1)C)=O)NC(=O)C=1N(N=CC1)C)C N-[2-[2-chloro-5-(1-isopropyl-6-oxo-3-pyridyl)phenyl]-1-[[4-(3-methylimidazol-4-yl)phenyl]carbamoyl]propyl]-2-methyl-pyrazole-3-carboxamide